3-(2-(2-hydroxyethyl)-1-oxoisoindolin-5-yl)urea OCCN1C(C2=CC=C(C=C2C1)NC(N)=O)=O